tert-butyl ((5-fluoro-2,3-dihydrobenzofuran-4-yl)methyl)carbamate FC=1C=CC2=C(CCO2)C1CNC(OC(C)(C)C)=O